C(#N)\C(=C/[C@@H]1C(C1)(C)C)\C (1r,3r)-3-[(Z)-2-cyano-1-propen-1-yl]-2,2-dimethylcyclopropane